1-(9Z-tetradecenoyl)-2-(6Z,9Z,12Z-octadecatrienoyl)-glycero-3-phosphoserine CCCCC/C=C\C/C=C\C/C=C\CCCCC(=O)O[C@H](COC(=O)CCCCCCC/C=C\CCCC)COP(=O)(O)OC[C@@H](C(=O)O)N